N-[[3-(5-methyl-3-phenyl-4-isoxazolyl)phenyl]sulfonyl]propionamide sodium salt [Na].CC1=C(C(=NO1)C1=CC=CC=C1)C=1C=C(C=CC1)S(=O)(=O)NC(CC)=O